(6aR,10aR)-1-hydroxy-6,6,9-trimethyl-3-(5-hexenyl)-6a,7,8,10a-tetrahydro-6H-dibenzo[b,d]pyran-2-carboxylic acid OC1=C(C(=CC=2OC([C@H]3[C@H](C21)C=C(CC3)C)(C)C)CCCCC=C)C(=O)O